FC=1C=C(C=C2C(NCC12)=O)C=O 7-fluoro-3-oxoisoindoline-5-carbaldehyde